C[C@H](CCCCCCCCCCCCO[Si](C)(C)C(C)(C)C)CCCC (S)-13-methyl-1-tert-butyldimethylsilyloxyheptadecane